C1(CC1)C1=NN(C(=C1)C(=O)O)C 3-cyclopropyl-1-methyl-1H-pyrazole-5-carboxylic acid